12-(1H-imidazol-4-yl)-11-[3-(trifluoromethyl)-1H-1,2,4-triazol-5-yl]-5-oxa-1,8,10-triazatricyclo[7.3.0.03,7]dodeca-2,7,9,11-tetraene N1C=NC(=C1)C1=C(N=C2N=C3COCC3=CN12)C1=NC(=NN1)C(F)(F)F